methyl 4-hydrazino-1-(2-isopropyl-6-fluorophenyl)-6-oxo-1,6-dihydropyridazine-3-carboxylate N(N)C=1C(=NN(C(C1)=O)C1=C(C=CC=C1F)C(C)C)C(=O)OC